ClC=1C=CC=C2C(CC(OC12)C1=C(OCCCOCC(=O)O)C=C(C=C1)C)=O 2-[3-[2-(8-chloro-4-oxo-chroman-2-yl)-5-methyl-phenoxy]propoxy]acetic acid